N-(4-(4-Chlorophenyl)thiazol-2-yl)-2-(2,2-difluoro-2-phenylacetamido)-4-fluorobenzamide ClC1=CC=C(C=C1)C=1N=C(SC1)NC(C1=C(C=C(C=C1)F)NC(C(C1=CC=CC=C1)(F)F)=O)=O